C(C1=CC=CC=C1)NC(C#N)C=1SC=CC1 2-benzylamino-2-(2-thienyl)acetonitrile